C(CCC)[Si](C1=CC=C(C=C1)P(N(P(C1=C(C=CC=C1)C(F)(F)F)C1=CC=CC=C1)C(C)C)C1=CC=C(C=C1)[Si](CCCC)(CCCC)CCCC)(CCCC)CCCC N-(bis(4-(tributylsilyl)phenyl)phosphaneyl)-N-isopropyl-1-phenyl-1-(2-(trifluoromethyl)phenyl)phosphanamine